(2S,4R)-1-((S)-2-(3-(2-(2-aminoethoxy)ethoxy)propanamido)-3,3-dimethylbutanoyl)-4-hydroxy-N-((S)-1-(4-(4-methylthiazol-5-yl)phenyl)ethyl)pyrrolidine-2-carboxamide NCCOCCOCCC(=O)N[C@H](C(=O)N1[C@@H](C[C@H](C1)O)C(=O)N[C@@H](C)C1=CC=C(C=C1)C1=C(N=CS1)C)C(C)(C)C